BrC1=CC(=C(C(=C1)F)CCO)F 2-(4-bromo-2,6-difluoro-phenyl)ethanol